C(C)SC1=NC(=CC(=C1C(=O)NCC1=CC(=CC=C1)F)C)N(CC1=CC=C(C=C1)C(F)(F)F)C 2-Ethylsulfanyl-N-[(3-fluorophenyl)-methyl]-4-methyl-6-[methyl-[[4-(trifluoromethyl)-phenyl]-methyl]-amino]-pyridine-3-carboxylic acid amide